5-fluoro-N-[(3R,4S)-4-fluoro-1-(3-fluorocyclobutanecarbonyl)pyrrolidin-3-yl]benzamide FC=1C=CC=C(C(=O)N[C@@H]2CN(C[C@@H]2F)C(=O)C2CC(C2)F)C1